OCCN1C([C@H](CC1)NC(=O)C=1N(N=C2C=CC(=CC12)OCC1=NC=CC=C1)C)=O N-[(3S)-1-(2-hydroxyethyl)-2-oxopyrrolidin-3-yl]-2-methyl-5-[(pyridin-2-yl)methoxy]-2H-indazole-3-carboxamide